3-[4-[1-[2-[[4-[4-(aminomethyl)-3-methyl-phenyl]pyrrolo[2,1-f][1,2,4]triazin-6-yl]methyl-methyl-amino]ethyl]-4-piperidyl]phenyl]piperidine-2,6-dione hydrochloride Cl.NCC1=C(C=C(C=C1)C1=NC=NN2C1=CC(=C2)CN(CCN2CCC(CC2)C2=CC=C(C=C2)C2C(NC(CC2)=O)=O)C)C